CC1=CC=C(O1)C=CC1=NC(=NC(=N1)C(Cl)(Cl)Cl)C(Cl)(Cl)Cl 2-[2-(5-methyl-furan-2-yl)ethenyl]-4,6-bis(tri-chloromethyl)-s-triazine